(S)-4-(4-(5-(5-(acetamidomethyl)-2-oxazolidinone-3-yl)-3-fluoropyridin-2-yl)piperazin-1-yl)-2-(methylsulfanyl)pyrimidine-5-acetic acid ethyl ester C(C)OC(CC=1C(=NC(=NC1)SC)N1CCN(CC1)C1=NC=C(C=C1F)N1C(O[C@H](C1)CNC(C)=O)=O)=O